C(#N)C1=NC(=CC=C1)O cyano-6-hydroxy-pyridine